6-((1,3-dihydroxypropan-2-yl)amino)-N-(3-(N-(1-methylcyclobutyl)sulfamoyl)phenyl)-2-(6-azaspiro[2.5]octan-6-yl)nicotinamide OCC(CO)NC1=NC(=C(C(=O)NC2=CC(=CC=C2)S(NC2(CCC2)C)(=O)=O)C=C1)N1CCC2(CC2)CC1